4-(4-bromo-2,6-dichloro-phenoxy)-2-[3-[tert-butyl(dimethyl)silyl]oxyazetidin-1-yl]sulfonyl-phenol BrC1=CC(=C(OC2=CC(=C(C=C2)O)S(=O)(=O)N2CC(C2)O[Si](C)(C)C(C)(C)C)C(=C1)Cl)Cl